BrC1=CSC2=C1NC(C(=C2O)C2=C(C=CC=C2)C)=O 3-bromo-7-hydroxy-6-(o-tolyl)thieno[3,2-b]pyridin-5(4H)-one